10-hydroxy-cis-15-octadecenoic acid OC(CCCCCCCCC(=O)O)CCCC\C=C/CC